FC(C(=O)O)(F)F.C12N(CC(C1)C2)S(=O)(=O)N 2-azabicyclo[2.1.1]Hexane-2-sulfonamide trifluoroacetate salt